tert-Butyl ((1S,3R)-3-(2-(3-(dimethylamino)acryloyl)-3-methoxy-4-methylphenoxy)cyclopentyl)carbamate CN(C=CC(=O)C1=C(O[C@H]2C[C@H](CC2)NC(OC(C)(C)C)=O)C=CC(=C1OC)C)C